1,3,4-OXADIAZOLON O1C(NN=C1)=O